1,4-dimethyl-2-(4-(methylsulfonyl)phenyl)-6-(4-((4-(pyrrolidin-1-yl)piperidin-1-yl)methyl)phenyl)-1H-benzo[d]imidazole CN1C(=NC2=C1C=C(C=C2C)C2=CC=C(C=C2)CN2CCC(CC2)N2CCCC2)C2=CC=C(C=C2)S(=O)(=O)C